4-androstene-3,17-dione 17-carboxymethoxy oxime C(=O)(O)COON=C1[C@]2(C)[C@@H](CC1)[C@@H]1CCC3=CC(CC[C@]3(C)[C@H]1CC2)=O